O=C1NC(CCC1N1C(C2=CC(=CC(=C2C1)OCC(=O)OC(C)(C)C)B1OC(C(O1)(C)C)(C)C)=O)=O tert-butyl 2-[2-(2,6-dioxo-3-piperidyl)-1-oxo-6-(4,4,5,5-tetramethyl-1,3,2-dioxaborolan-2-yl)isoindolin-4-yl]oxyacetate